ClC1=C(C(=O)C=2C=NN(C2C2=C(C(=NN2C)C)C(=O)[O-])C)C=CC(=C1CN1N=C(C=C1C)C)S(=O)(=O)C 4-{2-Chloro-3-[(3,5-dimethyl-1H-pyrazol-1-yl) methyl]-4-(methylsulfonyl) benzoyl}-1-methyl-1H-pyrazol-5-yl-1,3-dimethyl-1H-pyrazole-4-carboxylate